3-((5-(3-(2-methoxyethyl)-2-methyl-3H-imidazo[4,5-b]pyridin-5-yl)pyrrolo[2,1-f][1,2,4]triazin-2-yl)amino)-1-methylcyclobutan-1-ol COCCN1C(=NC=2C1=NC(=CC2)C=2C=CN1N=C(N=CC12)NC1CC(C1)(O)C)C